C(C)(C)C=1N(N=C2C=CC(=CC12)B1OC(C(O1)(C)C)(C)C)C1OCCCC1 3-isopropyl-2-(tetrahydro-2H-pyran-2-yl)-5-(4,4,5,5-tetramethyl-1,3,2-dioxaborolan-2-yl)-2H-indazole